Glutarnitril C(CCCC#N)#N